3-(6-iodoquinolin-2-yl)acrylamide IC=1C=C2C=CC(=NC2=CC1)C=CC(=O)N